N-3-chloropropyl-2-Tetrahydrofurancarboxamide ClCCCNC(=O)C1OCCC1